F[P-](F)(F)(F)(F)F.C(C)(C)OC1=C(C=[Ru])C=CC=C1 (2-isopropoxybenzylidene)ruthenium (II) hexafluorophosphate